(2-methoxyethoxymethyl)triethyl-ammonium COCCOC[N+](CC)(CC)CC